C(CO)=O r-glycolaldehyde